(2R,3R,4S,5R,6R)-2-(hydroxymethyl)-6-((5-(2-hydroxy-propan-2-yl)isoxazol-3-yl)methyl)-5-methoxy-4-(4-(2,3,4-trifluorophenyl)-1H-1,2,3-triazol-1-yl)tetrahydro-2H-pyran-3-ol OC[C@H]1O[C@@H]([C@@H]([C@H]([C@H]1O)N1N=NC(=C1)C1=C(C(=C(C=C1)F)F)F)OC)CC1=NOC(=C1)C(C)(C)O